2-OXO-2,3-DIHYDRO-1H-BENZO[D]IMIDAZOL-5-YLBORONIC ACID O=C1NC2=C(N1)C=CC(=C2)B(O)O